(R)-N-(amino(2-(2-hydroxypropan-2-yl)thiazol-5-yl)(oxo)-λ6-sulfaneylidene)-2-(4,6-diisopropyl-1,3-dihydroisobenzofuran-5-yl)acetamide N[S@](=NC(CC=1C(=C2COCC2=CC1C(C)C)C(C)C)=O)(=O)C1=CN=C(S1)C(C)(C)O